trans-3-methoxy-4-(7-methyl-[1,2,4]triazolo[1,5-a]pyridin-6-yl)piperidin CO[C@@H]1CNCC[C@H]1C=1C(=CC=2N(C1)N=CN2)C